2-(3,5-dimethyl-4-(2-(pyrimidin-2-ylamino)ethoxy)phenyl)-5,7-dimethoxyquinazolin-4(3H)-one CC=1C=C(C=C(C1OCCNC1=NC=CC=N1)C)C1=NC2=CC(=CC(=C2C(N1)=O)OC)OC